N-((S)-1-((6-(2-(2,3-difluoro-6-(2-morpholinothiazol-4-yl)phenoxy)acetamido)hexyl)amino)-1-oxo-3,3-diphenylpropan-2-yl)pyrrolidine-2-carboxamide FC1=C(OCC(=O)NCCCCCCNC([C@H](C(C2=CC=CC=C2)C2=CC=CC=C2)NC(=O)C2NCCC2)=O)C(=CC=C1F)C=1N=C(SC1)N1CCOCC1